S1N=CC=C1C=O 1,2-thiazole-5-carbaldehyde